(R)-2-chloro-3-(6-chloro-3-((1-(2-(4,4-dimethylpiperidin-1-yl)-3,6-dimethyl-4-oxo-4H-chromen-8-yl)ethyl)amino)pyridin-2-yl)-6-hydroxybenzaldehyde ClC1=C(C=O)C(=CC=C1C1=NC(=CC=C1N[C@H](C)C=1C=C(C=C2C(C(=C(OC12)N1CCC(CC1)(C)C)C)=O)C)Cl)O